5-Chloro-3-isobutyl-2-methyl-3H-imidazo[4,5-b]pyridine ClC1=CC=C2C(=N1)N(C(=N2)C)CC(C)C